(2,3-dimethoxy-3-methylindol-1-yl)(thiophen-2-yl)methanone benzyl-((((di-tert-butoxyphosphoryl)oxy)methoxy)carbonyl)glycinate C(C1=CC=CC=C1)N(CC(=O)O)C(=O)OCOP(=O)(OC(C)(C)C)OC(C)(C)C.COC1N(C2=CC=CC=C2C1(C)OC)C(=O)C=1SC=CC1